phenethyl caffeate (phenethyl caffeate) C(CC1=CC=CC=C1)/C(/C(=O)O)=C\C1=CC(O)=C(O)C=C1.C(\C=C\C1=CC(O)=C(O)C=C1)(=O)OCCC1=CC=CC=C1